C(C)(C)(C)OC(=O)N1CCC(CC1)C=1C=C2C(=C(NC2=CC1)C1=CN(C(C(=C1)C)=O)C)C(C)C 4-(2-(1,5-dimethyl-6-oxo-1,6-dihydropyridin-3-yl)-3-isopropyl-1H-indol-5-yl)piperidine-1-carboxylic acid tert-butyl ester